CC1=CC=C(O1)C1=NC=2C(=C3C(=NC2)NC=C3)N1C=1C=NN(C1)C(C#N)CC 4-(2-(5-methylfuran-2-yl)imidazo[4,5-d]pyrrolo[2,3-b]pyridin-1(6H)-yl)-1H-pyrazol-1-ylbutanenitrile